C(C)(C)(C)C1=C(C=CC=C1)[B-](C1=NC=CC=C1)(C1=NC=CC=C1)C1=NC=CC=C1 tert-butylphenyltris(pyridyl)borate